3-((6-amino-5-fluoropyridin-3-yl)ethynyl)-4-methyl-N-(3-(oxazol-2-yl)-5-(trifluoromethyl)phenyl)benzamide NC1=C(C=C(C=N1)C#CC=1C=C(C(=O)NC2=CC(=CC(=C2)C(F)(F)F)C=2OC=CN2)C=CC1C)F